(S)-2-((6-(1H-pyrazol-1-yl)pyrimidin-4-yl)amino)-4-((4-(5,6,7,8-tetrahydro-1,8-naphthyridin-2-yl)butyl)(2-(2,2,2-trifluoroethoxy)ethyl)amino)butanoic acid N1(N=CC=C1)C1=CC(=NC=N1)N[C@H](C(=O)O)CCN(CCOCC(F)(F)F)CCCCC1=NC=2NCCCC2C=C1